ClC1=C(C=2N=C(N=C(C2C(=N1)C#C[Si](C(C)C)(C(C)C)C(C)C)N1C[C@@](CCC1)(O)C)SC)F (R)-1-(7-chloro-8-fluoro-2-(methylthio)-5-((triisopropylsilyl)ethynyl)pyrido[4,3-d]pyrimidin-4-yl)-3-methylpiperidin-3-ol